BrC=1C=C(C=C2C(N(C(=NC12)N1CC2=CC=CC=C2C1)C1CC(OCC1)(C)C)=O)C 8-Bromo-3-(2,2-dimethyltetrahydro-2H-pyran-4-yl)-2-(isoindolin-2-yl)-6-methylquinazolin-4(3H)-one